benzyl N-[3-[1-[(4-methoxyphenyl)methyl]-5,5-dimethyl-2-oxo-pyrrolidin-3-ylidene]-2-phenyl-propyl]carbamate COC1=CC=C(C=C1)CN1C(C(CC1(C)C)=CC(CNC(OCC1=CC=CC=C1)=O)C1=CC=CC=C1)=O